NC=1SN=C2N(C(N(C(C21)=O)C2CCC1(CC(C1)N1C(N(C(C1(C)C)=O)CC)=O)CC2)=O)CCCC Amino-7-butyl-5-(2-(3-ethyl-5,5-dimethyl-2,4-dioxoimidazolidin-1-yl)spiro[3.5]nonan-7-yl)isothiazolo[3,4-d]pyrimidine-4,6(5H,7H)-dione